N1(CCC1)C(=O)N1CC2(CC2)C(C1CC=1C(=C(C=CC1)C1=CC(=CC(=C1)F)F)F)CS(=O)(=O)N (5-(azetidine-1-carbonyl)-6-((2,3',5'-trifluoro-[1,1'-biphenyl]-3-yl)methyl)-5-azaspiro[2.4]heptan-7-yl)methanesulfonamide